ethyl 3-(2-(1H-tetrazol-5-yl) phenylaminocarbonyl)-2,5-dihydroxybenzoate N1N=NN=C1C1=C(C=CC=C1)NC(=O)C=1C(=C(C(=O)OCC)C=C(C1)O)O